Ethyl (5R)-2-(6-ethyl-2-methylpyridin-3-yl)-5-methyl-6,7-dihydro-5H-pyrazolo[5,1-b][1,3]oxazine-3-carboxylate C(C)C1=CC=C(C(=N1)C)C1=NN2C(O[C@@H](CC2)C)=C1C(=O)OCC